6-[1-(2-Fluoro-6-methyl-phenyl)-piperidin-4-yl]-2-methyl-4-(2-trifluoromethyl-benzyl)-2,4,6,7-tetrahydro-pyrazolo[4,3-d]pyrimidin-5-on FC1=C(C(=CC=C1)C)N1CCC(CC1)N1C(N(C=2C(C1)=NN(C2)C)CC2=C(C=CC=C2)C(F)(F)F)=O